[Br-].C(CCCCC)N1CC=CC=C1 N-hexyl-pyridine bromide